C(C)(C)(C)C1=CC(=NN1[C@@H]1CN(CC1)C)NC=1N(C=2C(=NC=C(C2Cl)OC=2C=NN3C2C(=NC=C3)NC)N1)C (S)-N-(5-(tert-butyl)-1-(1-methylpyrrolidin-3-yl)-1H-pyrazol-3-yl)-7-chloro-1-methyl-6-((4-(methylamino)pyrazolo[1,5-a]pyrazin-3-yl)oxy)-1H-imidazo[4,5-b]pyridin-2-amine